2-Methoxy-5-[[2-[(2R,5S)-5-methyl-2-(5-methyl-2-pyridyl)-1-piperidyl]-2-oxo-acetyl]amino]pyridine-3-carboxamide COC1=NC=C(C=C1C(=O)N)NC(C(=O)N1[C@H](CC[C@@H](C1)C)C1=NC=C(C=C1)C)=O